N[C@@H](CC(=O)OCC)C=1C=C(C=C(C1)F)C1=CC(=CC=C1)OC(F)(F)F ethyl (S)-3-amino-3-(5-fluoro-3'-(trifluoromethoxy)biphenyl-3-yl)propanoate